(Z)-N-(3-(4-chlorophenyl)-1,4,8-triphenyl-7-oxa-1,2-diazaspiro[4.4]nona-2,8-dien-6-ylidene)-4-methylbenzenesulfonamide ClC1=CC=C(C=C1)C1=NN(C2(C1C1=CC=CC=C1)/C(/OC(=C2)C2=CC=CC=C2)=N/S(=O)(=O)C2=CC=C(C=C2)C)C2=CC=CC=C2